tert-Butyliminotri(ethylmethylamino)tantalum C(C)(C)(C)N=[Ta](N(CC)C)(N(CC)C)N(C)CC